O[C@H](CO)C1=CC=CC=N1 6-((S)-1,2-dihydroxyethyl)pyridin